BrCC(=O)NCCOCCOCCC(C(=O)N)CCCCCCCCCCCC (2-(2-(2-(2-Bromoacetamido)ethoxy)ethoxy)ethyl)tetradecanamide